C(C)C(C(C(=O)OC=1C=C2C(=C(C(NC2=CN1)=O)C#N)N1CCC(CC1)(C)OC)(C)C)C 1-(3-cyano-4-(4-methoxy-4-methylpiperidin-1-yl)-2-oxo-1,2-dihydro-1,7-naphthyridin-6-yl) ethyl-2,2-dimethylbutyrate